C(C)O[Si](C(C)N1CCN(CC1)C(C)[Si](OCC)(OCC)OCC)(OCC)OCC 1,4-bis(1-(triethoxysilyl)ethyl)hexahydro-1,4-diazine